NC1=C(C=NC(=C1)C1=CC=C2C=CNC2=C1F)Cl 4-amino-3-chloro-6-(7-fluoro-indol-6-yl)pyridine